C(C)NC=1C2=C(N=C(N1)NC1=C(C=C(C=C1)S(=O)(=O)C1CNCCO1)OC)NC=C2C(F)(F)F N4-ethyl-N2-(2-methoxy-4-(morpholino-sulfonyl)phenyl)-5-(trifluoromethyl)-7H-pyrrolo[2,3-d]pyrimidine-2,4-diamine